CC=1C(C2CCCCC2C1)=O 2-methyl-3a,4,5,6,7,7a-hexahydro-1H-inden-1-one